(E)-N-(3-chloro-3-(4-cyanophenyl)allylidene)-N-methyl-ammonium perchlorate Cl(=O)(=O)(=O)[O-].ClC(=C\C=[NH+]\C)C1=CC=C(C=C1)C#N